FC(OC1=C(C=CC=C1)[C@H]1CCN2N1C=1C=C(C=CC1C2=O)C=2C=NC(=NC2)N2CCC1(CC(C1)O)CC2)F (R)-3-(2-(difluoromethoxy)phenyl)-6-(2-(2-hydroxy-7-azaspiro[3.5]nonan-7-yl)pyrimidin-5-yl)-2,3-dihydropyrazolo[1,2-a]indazol-9(1H)-one